C1(CCCCC1)CC(=O)N(C=1C=C2C(=NC1)N=C(N2)C2=NNC=1C[C@@]3([C@H](CC21)C3)C)C 2-Cyclohexyl-N-methyl-N-(2-((4aS,5aR)-5a-methyl-1,4,4a,5,5a,6-hexahydrocyclopropa[f]indazol-3-yl)-1H-imidazo[4,5-b]pyridin-6-yl)acetamide